2-((5-Chloro-4-((3-(2,3-dihydrobenzo[b][1,4]dioxin-6-yl)-2-methylbenzyl)oxy)-2-(2-(3-hydroxy-3-(trifluoromethyl)piperidin-1-yl)ethoxy)benzyl)amino)-2-methylpropane-1,3-diol ClC=1C(=CC(=C(CNC(CO)(CO)C)C1)OCCN1CC(CCC1)(C(F)(F)F)O)OCC1=C(C(=CC=C1)C1=CC2=C(OCCO2)C=C1)C